4-((S or R)-4-((1R,5S)-3,8-diazabicyclo[3.2.1]octan-3-yl)-6-chloro-8-fluoro-2-((R or S)-2-fluoro-3-(pyrrolidin-1-yl)propoxy)quinazolin-7-yl)naphthalen [C@H]12CN(C[C@H](CC1)N2)C2=NC(=NC1=C(C(=C(C=C21)Cl)C2=CC=CC1=CC=CC=C21)F)OC[C@@H](CN2CCCC2)F |o1:32|